6-(2-aminoethyl)pyridin-3-amine NCCC1=CC=C(C=N1)N